N-(6-ethyl-5-methylpyridin-2-yl)-1H-indol-6-amine C(C)C1=C(C=CC(=N1)NC1=CC=C2C=CNC2=C1)C